N1N=CC(C1)=O 1H-pyrazole-4-one